C(C)(C)(C)OC(=O)NC1=C(C(=CC=C1)OC)B(O)O 2-(TERT-BUTOXYCARBONYLAMINO)-6-METHOXYPHENYLBORONIC ACID